ClC1=C(SC2=C1CCO[C@]21C[C@@H](N(CC1)C(=O)OC(C)(C)C)C)C(F)(F)F Tert-butyl (2'S,7R)-3-chloro-2'-methyl-2-(trifluoromethyl)spiro[4,5-dihydrothieno[2,3-c]pyran-7,4'-piperidine]-1'-carboxylate